N-(2,4-difluoro-3-formylphenyl)propane-1-sulfonamide CCCS(=O)(=O)NC1=C(C(=C(C=C1)F)C=O)F